4-(5-ethylsulfonyl-2-methoxyphenyl)-2-methyl-6-(1-methylpyrazol-4-yl)isoquinolin-1-one C(C)S(=O)(=O)C=1C=CC(=C(C1)C1=CN(C(C2=CC=C(C=C12)C=1C=NN(C1)C)=O)C)OC